acetic acid 3-(2-(diallylamino) ethyl)-1H-indol-7-yl ester C(C=C)N(CCC1=CNC2=C(C=CC=C12)OC(C)=O)CC=C